CC1=CC=C(C=C1)S(=O)(=O)N[C@H](C2=CC=CC=C2)[C@@H](C3=CC=CC=C3)N (1R,2R)-(-)-N-p-Tosyl-1,2-Diphenylethylenediamine